FC(S(=O)(=O)OC1=C(SC=C1)C(=O)[O-])(F)F (((trifluoromethyl)sulfonyl)oxy)thiophene-2-carboxylate